FC1=CC=C(C=N1)C#CC(=O)NNC1=NC=CN=C1 3-(6-Fluoropyridin-3-yl)-N'-(pyrazin-2-yl)prop-2-ynehydrazide